1-chloro-4-methoxy-2-(2-methoxyethenyl)benzene ClC1=C(C=C(C=C1)OC)C=COC